FC=1C=C(C=C(C1)F)C1=CC=CC2=C1NC(=NS2(=O)=O)NCC(CC)OC 5-(3,5-difluorophenyl)-3-((2-methoxybutyl)amino)-4H-benzo[e][1,2,4]thiadiazine 1,1-dioxide